2-((3-bromo-5-methoxy-7-methyl-1H-indol-4-yl)-methyl)-2H-indazole-6-carbonitrile BrC1=CNC2=C(C=C(C(=C12)CN1N=C2C=C(C=CC2=C1)C#N)OC)C